2-[4-methoxy-3-(2-oxoethyl)phenyl]acetic acid COC1=C(C=C(C=C1)CC(=O)O)CC=O